5-(3-chloro-4-fluorophenyl)-7-cyclopropyl-3-(2-(3-fluoro-3-methylaziridin-1-yl)-2-oxoethyl)-3,7-dihydro-4H-pyrrolo[2,3-d]pyrimidin-4-one ClC=1C=C(C=CC1F)C1=CN(C=2N=CN(C(C21)=O)CC(=O)N2CC2(C)F)C2CC2